Cl.CN(CCCCC(=O)O)C 5-Dimethylaminovaleric acid hydrochloride